benzyl ((4R)-4-(2-(3-((2,2-dimethyl-4-oxo-3,8,11,14,17-pentaoxa-5-azanonadecan-19-yl)oxy)phenyl)-2-phenylacetamido)-5-oxo-5-((4-(ureidomethyl)benzyl)amino)pentyl)carbamate CC(C)(OC(NCCOCCOCCOCCOCCOC=1C=C(C=CC1)C(C(=O)N[C@H](CCCNC(OCC1=CC=CC=C1)=O)C(NCC1=CC=C(C=C1)CNC(=O)N)=O)C1=CC=CC=C1)=O)C